NC1=NC(C(=C2N1C=CC(=C2)C(F)(F)F)C2=C(C=CC=C2)Cl)=O 1-Amino-4-(2-chlorophenyl)-6-(trifluoromethyl)-3H-pyrido[1,2-c]pyrimidin-3-one